COC1=C(OC2=C(C(=[N+](C=C2)[O-])C)C)C=CC(=C1)C(=O)OC 4-(2-methoxy-4-(methoxycarbonyl)phenoxy)-2,3-dimethylpyridine 1-oxide